C(C)(C)(C)OC(=O)N1C[C@@H](CC1)NC(=O)C1=C(OC2=C1C=C(C=C2)OCC2=CC(=CC=C2)OC)C (R)-3-(5-((3-methoxybenzyl)oxy)-2-methylbenzofuran-3-carboxamido)pyrrolidine-1-carboxylic acid tert-butyl ester